OC1=C2C=CC(=CC2=CC(=C1)O)C(=O)O 5,7-dihydroxy-2-naphthoic acid